(S)-2-amino-2-cyclopropylacetic acid N[C@H](C(=O)O)C1CC1